7H-pyrrolopyrimidin-2-amine N1=C(N=CC2=C1CC=N2)N